(1S)-N-(1-methyl-2,6-dioxopiperidin-3-yl)-1,2,3,4-tetrahydronaphthalene-1-carboxamide CN1C(C(CCC1=O)NC(=O)[C@H]1CCCC2=CC=CC=C12)=O